6-((((4-amino-1,3-dihydrofuro[3,4-c]quinolin-8-yl)carbonyl)(methyl)amino)methyl)-3',6'-dihydro[3,4'-bipyridine] NC1=NC=2C=CC(=CC2C2=C1COC2)C(=O)N(C)CC2=CC=C(C=N2)C=2CC=NCC2